C1(CC1)SC1=CC=C(O1)C(=O)OC methyl 5-cyclopropylsulfanylfuran-2-carboxylate